nitroso-iron zinc cyanide [C-]#N.[Zn+2].N(=O)[Fe+].[C-]#N.[C-]#N